2-amino-2-(tetrahydro-2H-pyran-4-yl)-ethanol NC(CO)C1CCOCC1